3H-isoquinoline C=1NCC=C2C=CC=CC12